[NH+]1=CC=CC=C1.N1=C(C=CC=C1)C(=O)[O-] 2-picolinic acid-pyridinium salt